OC1=C2CC(CN(C2=CC=C1)C1=CC=C(C=C1)C(F)(F)F)CNC(OC(C)(C)C)=O tert-butyl ((5-hydroxy-1-(4-(trifluoromethyl)phenyl)-1,2,3,4-tetrahydroquinolin-3-yl)methyl)carbamate